N-(1-(3,4-dichlorobenzyl)-2,3-diketoindol-5-yl)-2-chloroacetamide ClC=1C=C(CN2C(C(C3=CC(=CC=C23)NC(CCl)=O)=O)=O)C=CC1Cl